9-((4-(((S)-2-hydroxy-1-phenylethyl)amino)-5-(1,3,4-oxadiazol-2-yl)pyridin-2-yl)amino)-1,3,4,10b-tetrahydropyrido[2,1-a]isoindol-6(2H)-one OC[C@H](C1=CC=CC=C1)NC1=CC(=NC=C1C=1OC=NN1)NC1=CC=C2C(N3C(C2=C1)CCCC3)=O